2-(fluoromethyl)tetrahydro-furan FCC1OCCC1